2-amino-5-{2-[(1S)-1-cyclopropylethyl]-7-ethanesulfonylamino-1-oxo-2,3-dihydro-1H-isoindol-5-yl}-N-(pyridin-3-yl)pyrazolo[1,5-a]pyrimidine-3-carboxamide NC1=NN2C(N=C(C=C2)C=2C=C3CN(C(C3=C(C2)NS(=O)(=O)CC)=O)[C@@H](C)C2CC2)=C1C(=O)NC=1C=NC=CC1